6-(7,8-dihydro-5H-1,6-naphthyridin-6-yl)-5-methyl-N-(4-pyridyl)pyridine-3-carboxamide N1=CC=CC=2CN(CCC12)C1=C(C=C(C=N1)C(=O)NC1=CC=NC=C1)C